C(C)(C)(C)OC(COC1CCN(CC1)C(=O)OCC1=CC=CC=C1)=O.C(C)O[Si](CCCNCCN)(OCC)OCC N-(3-triethoxysilylpropyl) ethylenediamine benzyl 4-(2-(tert-butoxy)-2-oxoethoxy)piperidine-1-carboxylate